(2S,3S,4R,5R)-5-(6-(((4-methylpyridin-2-yl)methyl)amino)-2-(pyridin-3-yl)-9H-purin-9-yl)-3,4-dihydroxyl-N-meth-yl-tetrahydrothiophen-2-formamide CC1=CC(=NC=C1)CNC1=C2N=CN(C2=NC(=N1)C=1C=NC=CC1)[C@H]1[C@@H]([C@@H]([C@H](S1)C(=O)NC)O)O